1-(2-methylphenyl)-5-(trifluoromethyl)-1H-pyrazole-4-carboxylic acid CC1=C(C=CC=C1)N1N=CC(=C1C(F)(F)F)C(=O)O